C(CCCCCCCCC)C(C(=O)OCC(COC(C(CCCCCCCCCCCC)CCCCCCCCCC)=O)(COC(C(CCCCCCCCCCCC)CCCCCCCCCC)=O)COC(C(CCCCCCCCCCCC)CCCCCCCCCC)=O)CCCCCCCCCCCC pentaerythritol tetrakis(decyltetradecanoate)